(2S,3S,4R,5R)-2-((R)-7-chloro-2,2-difluoro-4H-benzo[d][1,3]dioxin-4-yl)-5-(4-methyl-7H-pyrrolo[2,3-d]pyrimidin-7-yl)tetrahydrofuran-3,4-diol ClC=1C=CC2=C(OC(O[C@H]2[C@H]2O[C@H]([C@@H]([C@@H]2O)O)N2C=CC3=C2N=CN=C3C)(F)F)C1